6-[(2S)-2-aminopropyl]-2-chloro-7-methyl-N-[(1,3-thiazol-4-yl)methyl]thieno[3,2-d]pyrimidin-4-amine N[C@H](CC1=C(C=2N=C(N=C(C2S1)NCC=1N=CSC1)Cl)C)C